3-methoxy-4-hydroxyphenylethylene COC=1C=C(C=CC1O)C=C